ClC=1C(=NC(=CN1)NC=1C=NN(C1)C)NC(OC(C)(C)C)=O tert-butyl (3-chloro-6-((1-methyl-1H-pyrazol-4-yl)amino)pyrazin-2-yl)carbamate